P(OC1=CC=C(C=C1)C(C)(C1=CC=CC=C1)C)(OCCCCCCCC\C=C\CCCCCCCC)OCCCCCCCC\C=C\CCCCCCCC [4-(1-methyl-1-phenyl-ethyl) phenyl] bis[(E)-octadeca-9-enyl] phosphite